2-[4-[(E)-3-(4-Propan-2-yloxyphenyl)prop-2-enoyl]phenoxy]acetic acid CC(C)OC1=CC=C(C=C1)/C=C/C(=O)C1=CC=C(OCC(=O)O)C=C1